bis(1,2-dimethylpropyl)boran CC(C(C)C)BC(C(C)C)C